6-((2-chloro-4-((5-cyclopropyl-3-(2,6-dichlorophenyl)isoxazol-4-yl)methoxy)phenyl)ethynyl)picolinic acid ClC1=C(C=CC(=C1)OCC=1C(=NOC1C1CC1)C1=C(C=CC=C1Cl)Cl)C#CC1=CC=CC(=N1)C(=O)O